NC[C@@H](C(=O)NC=1C=CC=C2C(=CNC12)C=1C(=NNC1)F)C1=CC=CC=C1 (S)-3-amino-N-(3-(3-fluoro-1H-pyrazol-4-yl)-1H-indol-7-yl)-2-phenylpropanamide